tert-butyl (3R,5R)-5-((6-((5-(difluoromethoxy)-1H-pyrazol-3-yl)amino)pyrazin-2-yl)oxy)-3-methylazepane-1-carboxylate FC(OC1=CC(=NN1)NC1=CN=CC(=N1)O[C@@H]1C[C@H](CN(CC1)C(=O)OC(C)(C)C)C)F